7-(1-methyl-1H-indol-3-yl)-6-[(1-naphthoxy)methyl]-4-oxo-1-thia-3a-aza-3-indancarboxylic acid CN1C=C(C2=CC=CC=C12)C=1C(=CC(N2C(CSC12)C(=O)O)=O)COC1=CC=CC2=CC=CC=C12